Toluene-4-thiosulfonic Acid, S-(4-fluoro-benzyl) ester CC1=CC=C(C=C1)S(=O)(SCC1=CC=C(C=C1)F)=O